(S)-3-(hydroxymethyl)-5-oxopiperazine-1-carboxylic acid tert-butyl ester C(C)(C)(C)OC(=O)N1C[C@H](NC(C1)=O)CO